CC1(CN(C=2N(C1)N=CC2)C2=CC=C(C=C2)C(F)(F)F)C(=O)OCC ethyl 6-methyl-4-(4-(trifluoromethyl) phenyl)-4,5,6,7-tetrahydropyrazolo[1,5-a]pyrimidine-6-carboxylate